tert-butyl (R)-4-(1-((2,6-dimethyl-2H-indazol-5-yl)carbamoyl)-2,3-dihydro-1H-pyrrolo[2,3-b]pyridin-4-yl)-2-methylpiperazine-1-carboxylate CN1N=C2C=C(C(=CC2=C1)NC(=O)N1CCC=2C1=NC=CC2N2C[C@H](N(CC2)C(=O)OC(C)(C)C)C)C